C(C1=CC=CC=C1)SC1=NN=CN1CC1=CC=C(C=C1)C1=NOC(=N1)C(F)(F)F 3-[4-[(3-benzylsulfanyl-1,2,4-triazol-4-yl)methyl]phenyl]-5-(trifluoromethyl)-1,2,4-oxadiazole